(R)-2-amino-N-(4-(4-amino-(4-phenoxyphenyl)-1H-pyrazolo[3,4-d]pyrimidin-1-yl)cyclohexyl)-Valeramide hydrochloride Cl.N[C@@H](C(=O)NC1CCC(CC1)N1N=C(C=2C1=NC=NC2N)C2=CC=C(C=C2)OC2=CC=CC=C2)CCC